3-(pyridin-2-yl)propan-1-one N1=C(C=CC=C1)CCC=O